[Ag]I.[Hg]I mercury iodide silver iodide